methyl 4-amino-5-((2R,3S,4S,5R)-3-(3,4-difluoro-2-methoxyphenyl)-4,5-dimethyl-5-(trifluoromethyl)tetrahydrofuran-2-carboxamido)picolinate NC1=CC(=NC=C1NC(=O)[C@@H]1O[C@]([C@H]([C@H]1C1=C(C(=C(C=C1)F)F)OC)C)(C(F)(F)F)C)C(=O)OC